succinic acid, tert-butyl ester C(CCC(=O)[O-])(=O)OC(C)(C)C